C(C)(C)(C1=CC=CC=C1)C1=C(C(=CC(=C1)C(CC(C)(C)C)(C)C)N=NC1=C(C=CC=C1)[N+](=O)[O-])O 2-cumyl-4-(1,1,3,3-tetramethylbutyl)-6-(2-nitrophenylazo)phenol